6-({5-[(1s,4s)-4-hydroxycyclohexyl]-1-(2-methylprop-2-yl)pyrazol-3-yl}amino)-2,3-dihydro-1λ6-benzothiophene-1,1-dione OC1CCC(CC1)C1=CC(=NN1C(C)(C)C)NC1=CC2=C(CCS2(=O)=O)C=C1